ClCC=1C=C2CN(C(C2=CC1)=O)N1C(NC(CC1)=O)=O 1-(5-(chloromethyl)-1-oxoisoindolin-2-yl)dihydropyrimidine-2,4(1h,3h)-dione